5,5-difluoro-piperidine-3-carboxylic acid methyl ester hydrochloride Cl.COC(=O)C1CNCC(C1)(F)F